7-chloro-2-iodopyrazolo[1,5-a]pyridine-3-carbaldehyde ClC1=CC=CC=2N1N=C(C2C=O)I